4-[[3-[4-(difluoromethoxy)phenyl]imidazo[1,2-a]pyrazin-8-yl]amino]-N,2-dimethyl-N-(4-morpholin-4-ylbutyl)benzamide FC(OC1=CC=C(C=C1)C1=CN=C2N1C=CN=C2NC2=CC(=C(C(=O)N(CCCCN1CCOCC1)C)C=C2)C)F